tert-butyl-N-(3-hydroxypropyl)-N-(2-phenylethyl)carbamate C(C)(C)(C)OC(N(CCC1=CC=CC=C1)CCCO)=O